undecaethylenedodecamine NCCNCCNCCNCCNCCNCCNCCNCCNCCNCCNCCN